1-(4-bromo-2-(trifluoromethyl)phenyl)-3-(4-methoxybenzyl)dihydropyrimidine-2,4(1H,3H)-dione BrC1=CC(=C(C=C1)N1C(N(C(CC1)=O)CC1=CC=C(C=C1)OC)=O)C(F)(F)F